ClC1=C(C=C(OCC(=O)O)C=C1F)F 2-(4-chloro-3,5-difluoro-phenoxy)acetic acid